OC1=CC=C(C=C1)C(C1=CC=C(C=C1)O)C1=CC=C(C=C1)O tris(4-hydroxy-phenyl)methane